[O-]C(C(=O)N)C1=CC=CC=C1 Oxidophenyl-acetamide